N1(C=NC2=C1C=CC=C2)C2=CC=C(CN1C(N(C3=CC(=C(C=C3C1=O)OC(CF)CF)F)C1CCN(CC1)C=O)=O)C=C2 4-{3-[4-(1H-benzimidazol-1-yl)benzyl]-7-fluoro-6-[2-fluoro-1-(fluoromethyl)ethoxy]-2,4-dioxo-3,4-dihydroquinazolin-1(2H)-yl}piperidine-1-carbaldehyde